O=C1[C@@H](N2CC[C@H]1C2)COP(=O)(OC2=CC=CC=C2)N[C@@H](C)C(=O)OCC(C)(C)C neopentyl ((((1R,2S,4S)-3-oxo-1-azabicyclo[2.2.1]heptan-2-yl)methoxy)(phenoxy)phosphoryl)-L-alaninate